(R)-dimethyl 5-(1-benzyl-1H-naphtho[1,8-de][1,3,2]diazaborinin-2(3H)-yl)-6-butyl-4,7-dimethyl-1,3-dihydro-2H-indene-2,2-dicarboxylate C(C1=CC=CC=C1)N1B(NC2=C3C1=CC=CC3=CC=C2)C=2C(=C3CC(CC3=C(C2CCCC)C)(C(=O)OC)C(=O)OC)C